ClC1=C(C=CC=C1)[C@H](CC)C=1C=NN(C1)CC1COC1 (1R,2S)-1-(2-chlorophenyl)-1-(1-(oxetan-3-ylmethyl)-1H-pyrazol-4-yl)propan